thiomorpholinyl (thiomorpholinyl) sulfoxide N1(CCSCC1)S(=O)N1CCSCC1